2'-[6-amino-5-(trifluoromethyl)pyridin-3-yl]-N-[3-(methylsulfamoyl)pyridin-2-yl]-5',6'-dihydrospiro[pyrrolidine-3,4'-pyrrolo[1,2-b]pyrazole]-1-carboxamide NC1=C(C=C(C=N1)C=1C=C2N(N1)CCC21CN(CC1)C(=O)NC1=NC=CC=C1S(NC)(=O)=O)C(F)(F)F